2-(4-(4-(4-(2-Amino-2-methylpropanoyl)piperazine-1-carboxamido)-2-oxopyrimidin-1(2H)-yl)phenyl)-2-(4-aminopiperidin-1-yl)acetic acid hydrochloride salt Cl.NC(C(=O)N1CCN(CC1)C(=O)NC1=NC(N(C=C1)C1=CC=C(C=C1)C(C(=O)O)N1CCC(CC1)N)=O)(C)C